7-benzenesulfonyl-2-amino-7H-pyrrolo[2,3-d]pyrimidine C1(=CC=CC=C1)S(=O)(=O)N1C=CC2=C1N=C(N=C2)N